2-methoxy-benzylAmide COC1=C(C[NH-])C=CC=C1